COC=1C=C(C=CC1)C(C(NS(=O)(=O)C1=CC=CC=C1)=O)N1C=CC2=C(C=CC=C12)NCC(=O)O N-(1-(1-(3-methoxyphenyl)-2-oxo-2-(phenylsulfonamido)ethyl)indol-4-yl)glycine